N1(CCCC2=CC=CC=C12)C=1C=C2CCN=CC2=CC1 6-(3,4-dihydroquinoline-1(2H)-yl)-3,4-dihydroisoquinoline